1-(6-(6-Fluoropyridin-3-yl)chinolin-2-yl)piperidin FC1=CC=C(C=N1)C=1C=C2C=CC(=NC2=CC1)N1CCCCC1